C1(CC1)N(C(OC(C)(C)C)=O)C1CCN(CC1)C=1C2=CN(N=C2C(=CC1)C(NC=1N=C2N(C=C(N=C2CN2S(CCC2)(=O)=O)C)C1)=O)C tert-butyl N-cyclopropyl-N-[1-[7-[[8-[(1,1-dioxo-1,2-thiazolidin-2-yl)methyl]-6-methyl-imidazo[1,2-a]pyrazin-2-yl]carbamoyl]-2-methyl-indazol-4-yl]-4-piperidyl]carbamate